S1C(=NC2=C1C=CC=C2)C2=CC=C(C=C2)S(=O)OC methyl 4-(2-benzothiazolyl)-benzenesulfinate